FC1(CCN(CCC1)C1=NC(=NC(=C1C(=O)NC1=CC(=CC=C1)[S@@](=O)(=N)C)C)C=1C=NN(C1)C)F (R)-4-(4,4-difluoroazepan-1-yl)-6-methyl-2-(1-methyl-1H-pyrazol-4-yl)-N-(3-(S-methylsulfonimidoyl)phenyl)pyrimidine-5-carboxamide